Cl.ClC=1N=C(N2N=C(N=CC21)N[C@H]2[C@@H](CNCC2)F)C(C)CC (3R,4R)-N-[5-chloro-7-(sec-butyl)imidazo[4,3-f][1,2,4]triazin-2-yl]-3-fluoropiperidin-4-amine hydrochloride